OC1(CCN(CC1)C1=C(C=NC2=C(C=CC=C12)OC)C#N)C[S@](=O)(C)=N (R)-4-(4-hydroxy-4-{[imino(methyl)oxo-λ6-sulfanyl]methyl}piperidin-1-yl)-8-methoxyquinoline-3-carbonitrile